C(C1=CC=CC=C1)N1N=CC(=C1)C(=O)N1CC2(CN(C2)CC(=O)O)[C@@H](C1)C(N[C@H](C(=O)NC)[C@@H](C)OCC1CCCCC1)=O 2-((S)-6-(1-benzyl-1H-pyrazole-4-carbonyl)-8-(((2S,3R)-3-(cyclohexylmethoxy)-1-(methylamino)-1-oxobutan-2-yl)carbamoyl)-2,6-diazaspiro[3.4]octan-2-yl)acetic acid